Tert-butyl ((3R)-1-(1-(2-((tert-butoxycarbonyl)amino)ethyl)cyclobutyl)-2-((1,3-dioxoisoindolin-2-yl)methyl)pentan-3-yl)carbamate C(C)(C)(C)OC(=O)NCCC1(CCC1)CC([C@@H](CC)NC(OC(C)(C)C)=O)CN1C(C2=CC=CC=C2C1=O)=O